Pyrrolidine-3-carboxylic acid (trifluoroacetate) FC(C(=O)O)(F)F.N1CC(CC1)C(=O)O